O=C1NC(CCC1N1C(C2=CC=C(C=C2C1=O)CN1CCN(CC1)C1=NC=CC(=C1F)I)=O)=O 2-(2,6-dioxopiperidin-3-yl)-5-((4-(3-fluoro-4-iodopyridin-2-yl)piperazin-1-yl)methyl)isoindoline-1,3-dione